N1CCC(=CC1)C1=CC=C2C=NN(C2=C1)C=1C=C(C=CC1)C 6-(1,2,3,6-tetrahydropyridin-4-yl)-1-(m-tolyl)-1H-indazole